(1'S,1''s)-5''-chloro-2''-[(2R)-3-hydroxy-2-methylpropyl]-2'',3''-dihydrodispiro[imidazolidine-4,1'-cyclohexane-4',1''-isoindole]-2,5-dione ClC=1C=C2CN(C3(C2=CC1)CCC1(CC3)NC(NC1=O)=O)C[C@H](CO)C